CC(C)(NCCC1=CC=CC=C1)C1=NC2=C(N1)C=CC=C2C(=O)N 2-{1-methyl-1-[(2-phenylethyl)amino]ethyl}-1H-benzimidazole-4-carboxamide